(S)-glutamine benzyl ester C(C1=CC=CC=C1)OC([C@@H](N)CCC(N)=O)=O